(R)-5-amino-N-((5-cyclopropyl-3-fluoropyridin-2-yl)methyl)-N-(3-methylbutan-2-yl)-1-((2-(trimethylsilyl)ethoxy)methyl)-6,8-dihydro-1H-furo[3,4-d]pyrrolo[3,2-b]pyridine-2-carboxamide NC1=C2C(=C3C(=N1)C=C(N3COCC[Si](C)(C)C)C(=O)N([C@H](C)C(C)C)CC3=NC=C(C=C3F)C3CC3)COC2